FC(C1=NC=CC=C1CO)(F)F (2-(trifluoromethyl)pyridin-3-yl)methanol